4-(4-(3-isopropyl-2-(8-methoxy-[1,2,4]triazolo[1,5-a]pyridin-6-yl)-1H-indol-5-yl)cyclohexyl)morpholine C(C)(C)C1=C(NC2=CC=C(C=C12)C1CCC(CC1)N1CCOCC1)C=1C=C(C=2N(C1)N=CN2)OC